ClC=1SC(=CN1)C(C)NCC 1-(2-chlorothiazol-5-yl)-N-ethylethan-1-amine